COC(C(=O)OC)(C(=O)OC)CC(F)(F)F Dimethyl 2-methoxy-2-(2,2,2-trifluoroethyl)malonate